N-(6-((5-bromo-2-((2-methoxy-5-(1-(methyl-d3)-1H-pyrazol-4-yl)-4-(4-(4-methylpiperazin-1-yl)piperidin-1-yl)phenyl)amino)pyrimidin-4-yl)amino)quinoxalin-5-yl)methanesulfonamide BrC=1C(=NC(=NC1)NC1=C(C=C(C(=C1)C=1C=NN(C1)C([2H])([2H])[2H])N1CCC(CC1)N1CCN(CC1)C)OC)NC=1C(=C2N=CC=NC2=CC1)NS(=O)(=O)C